COC=1C=C2C(=CC=NC2=CC1OC)OC1=CC=C(C=C1)NC(=O)C1(CCCC1)C(=O)NC1=CC=C(C=C1)F N-(4-((6,7-dimethoxyquinolin-4-yl)oxy)phenyl)-N'-(4-fluorophenyl)cyclopentane-1,1-dicarboxamide